(S)-1'-(8-((2-amino-3-chloropyridin-4-yl)thio)-7-methylimidazo[1,2-c]pyrimidin-5-yl)-4,6-dihydrospiro[cyclopenta[d]thiazol-5,4'-piperidin]-6-amine NC1=NC=CC(=C1Cl)SC=1C=2N(C(=NC1C)N1CCC3(CC1)[C@@H](C1=C(N=CS1)C3)N)C=CN2